(1r,4r)-4-({2-[4,7,10-tris(2-tert-butoxy-2-oxoethyl)-1,4,7,10-tetraazacyclododecan-1-yl]acetamido}methyl)cyclohexane-1-carboxylic acid C(C)(C)(C)OC(CN1CCN(CCN(CCN(CC1)CC(OC(C)(C)C)=O)CC(OC(C)(C)C)=O)CC(=O)NCC1CCC(CC1)C(=O)O)=O